NC1=NC=CC(=N1)C1=CC=C(C=C1)NC(C1=CC=C(C=C1)I)=O N-(4-(2-aminopyrimidin-4-yl)phenyl)-4-iodobenzamide